N-((1s,3s)-3-hydroxy-3-methylcyclobutyl)-2-(1-isopropyl-4-oxo-4,5-dihydro-3H-pyridazino[4,5-b]indol-3-yl)acetamide OC1(CC(C1)NC(CN1N=C(C2=C(NC=3C=CC=CC23)C1=O)C(C)C)=O)C